N,N-diethenylethane-1,2-diamine C(=C)N(CCN)C=C